ClC1=C(C=CC=C1)/C(=C(/C=1C=C2C=NNC2=CC1)\C1=CC=C(C=C1)/C=C/C(=O)O)/CC (E)-3-(4-((E)-2-(2-chlorophenyl)-1-(1H-indazol-5-yl)but-1-en-1-yl)phenyl)acrylic acid